2,3-dihydroxy-phthalaldehyde OC1(C(C=O)C=CC=C1O)C=O